(+/-)-trans-6-({[1-(tert-butoxycarbonyl)-4-(4-methoxyphenyl)piperidin-3-yl]methyl}amino)-1-oxoisoindoline-2-carboxylic acid tert-butyl ester C(C)(C)(C)OC(=O)N1C(C2=CC(=CC=C2C1)NC[C@@H]1CN(CC[C@H]1C1=CC=C(C=C1)OC)C(=O)OC(C)(C)C)=O |r|